tert-butyl (S)-(1-(6-bromo-2-cyclopropyl-1H-imidazo[4,5-b]pyridin-5-yl)-2-(3,5-difluorophenyl)ethyl)carbamate BrC=1C=C2C(=NC1[C@H](CC1=CC(=CC(=C1)F)F)NC(OC(C)(C)C)=O)N=C(N2)C2CC2